1,6,7-trihydroxy-3-methoxy-9H-xanthen-9-one OC1=CC(=CC=2OC3=CC(=C(C=C3C(C12)=O)O)O)OC